C(C)N1C(C2=C(C=C1)N(C=C2I)CCOC)=O 5-Ethyl-3-iodo-1-(2-methoxyethyl)-1,5-dihydro-4H-pyrrolo[3,2-c]pyridin-4-one